C(C)SC1=CC=2N(C3=CC=CC=C3SC2C=C1)C1=C(C(=NN1)OC)C(F)(F)F 2-(ethylsulfanyl)-10-(3-methoxy-4-trifluoromethyl-1H-pyrazol-5-yl)-10H-phenothiazine